CC1(OB(OC1(C)C)C=1C=NN(C1)CCO)C 2-[4-(4,4,5,5-tetra-methyl-1,3,2-dioxa-borolan-2-yl)-1H-pyrazol-1-yl]ethan-1-ol